O=C(CCOC[C@H](C)NC1=C(C(NN=C1)=O)C(F)(F)F)N1CC(CC1)OC=1SC(=CN1)C(F)(F)F 5-(((2S)-1-(3-Oxo-3-(3-((5-(trifluoromethyl)thiazol-2-yl)oxy)pyrrolidin-1-yl)propoxy)propan-2-yl)amino)-4-(trifluoromethyl)pyridazin-3(2H)-one